BrC1=CC=C(C=C1)[C@@H]1C[C@H](C1)NS(=O)(=O)C N-((trans)-3-(4-bromophenyl)cyclobutyl)methanesulfonamide